SC1=NC=2C=C(CCC2C(=N1)O)C1=CC=CC2=CC=CC=C12 2-mercapto-7-(naphthalen-1-yl)-5,6-dihydroquinazolin-4-ol